2-[2-[2-[2,2-bis[2-[2-(3-sulfanylpropanoyloxy)ethoxy]ethoxymethyl]butoxy]ethoxy]ethoxy]ethyl 3-sulfanylpropanoate SCCC(=O)OCCOCCOCCOCC(CC)(COCCOCCOC(CCS)=O)COCCOCCOC(CCS)=O